1-methylazepane-2,4-dione CN1C(CC(CCC1)=O)=O